ClC1=CC(=C(C=C1)NS(=O)(=O)C)[N+](=O)[O-] N-(4-chloro-2-nitrophenyl)methanesulfonamide